ethylene oxide methyl-diphenylphosphinate COP(=O)(C1=CC=CC=C1)C1=CC=CC=C1.C1CO1